(2R,3S,5S)-4-[[5-(1,1-difluoroethyl)-3-(3,4-Difluoro-2-methoxy-phenyl)-5-methyl-tetrahydrofuran-2-carbonyl]amino]pyridin-2-carboxamid FC(C)(F)[C@@]1(C[C@H]([C@@H](O1)C(=O)NC1=CC(=NC=C1)C(=O)N)C1=C(C(=C(C=C1)F)F)OC)C